4-(3-methyl-4-(1-((tetrahydro-2H-pyran-2-yl)oxy)ethyl)isoxazol-5-yl)phenol CC1=NOC(=C1C(C)OC1OCCCC1)C1=CC=C(C=C1)O